di(4-hydroxyl-benzophenone) dodecanedioate C(CCCCCCCCCCC(=O)O)(=O)O.OC1=CC=C(C(=O)C2=CC=CC=C2)C=C1.OC1=CC=C(C(=O)C2=CC=CC=C2)C=C1